7-((4-(6-(methylcarbamoyl)pyridin-3-yl)piperazin-1-yl)methyl)-3,5-dihydrofuro[3,4-c]quinolin-4(1H)-one CNC(=O)C1=CC=C(C=N1)N1CCN(CC1)CC=1C=CC=2C3=C(C(NC2C1)=O)COC3